(7-bromo-3-fluoro-2-methyl-5-nitroindazol-6-yl)(2-chloro-5-fluorophenyl)methanone BrC1=C(C(=CC2=C(N(N=C12)C)F)[N+](=O)[O-])C(=O)C1=C(C=CC(=C1)F)Cl